6-(1-((1s,3s)-3-(3-azabicyclo[4.1.0]hept-3-yl)-3-methylcyclobutyl)-3,3-dimethyl-2-oxo-2,3-dihydro-1H-pyrrolo[3,2-b]pyridin-6-yl)-3-isopropyl-3H-imidazo[4,5-c]pyridin-2-one [C@H]12CN(CCC2C1)C1(CC(C1)N1C(C(C2=NC=C(C=C21)C2=CC1=C(C=N2)N(C(N1)=O)C(C)C)(C)C)=O)C